NCC=1N(C=CC1)C(=O)C(C)(C)C (2R)-2-aminomethyl-1-tert-butylcarbonylpyrrole